C(C)(C)(C)N1N=C(C=C1NC=1C=CC2=C(C(NS2(=O)=O)C)C1)[C@@H]1C[C@@H](CC1)O[Si](C)(C)C(C)(C)C 5-((1-(tert-butyl)-3-((1S,3R)-3-((tert-butyldimethylsilyl)oxy)cyclopentyl)-1H-pyrazol-5-yl)amino)-3-methyl-2,3-dihydrobenzo[d]isothiazole 1,1-dioxide